D-N-Boc-asparagine C(=O)(OC(C)(C)C)N[C@H](CC(N)=O)C(=O)O